2-chloro-2',3',5',6'-tetrahydro-5H-spiro[furo[3,4-d]pyrimidine-7,4'-pyran] ClC=1N=CC2=C(N1)C1(CCOCC1)OC2